OC1=C2C3=C(C(OC2=CC(=C1C(=O)N1CCN(CC1)C(C)=O)CCCCC)(C)C)C=CC(=C3)C 1-(4-(1-hydroxy-6,6,9-trimethyl-3-pentyl-6H-benzo[c]chromene-2-carbonyl)piperazin-1-yl)ethan-1-one